FC(C(F)(F)F)(F)NC1=CC=CC=C1 (perfluoroethyl)aniline